potassium o-aminophenylsulfate salt NC1=C(C=CC=C1)OS(=O)(=O)[O-].[K+]